(3S)-1-[4-({(1R)-1-[3-(difluoromethyl)-2-fluorophenyl]ethyl}amino)-2-methylpyrido[3,4-d]pyrimidin-6-yl]piperidin-3-ol FC(C=1C(=C(C=CC1)[C@@H](C)NC=1C2=C(N=C(N1)C)C=NC(=C2)N2C[C@H](CCC2)O)F)F